3-(2-(2-(ethylamino)pyrimidin-5-yl)ethynyl)-4-methyl-N-(3-(4-methyl-1H-imidazol-1-yl)-5-(trifluoromethyl)phenyl)benzamide C(C)NC1=NC=C(C=N1)C#CC=1C=C(C(=O)NC2=CC(=CC(=C2)C(F)(F)F)N2C=NC(=C2)C)C=CC1C